(2R)-1,1-Difluoro-2-{3-[2-(trifluoromethyl)pyridin-4-yl]-1,2,4-oxadiazol-5-yl}-6-azaspiro[2.5]octan-6-sulfonamid FC1([C@H](C12CCN(CC2)S(=O)(=O)N)C2=NC(=NO2)C2=CC(=NC=C2)C(F)(F)F)F